5-Bromo-N4-methylpyridine-3,4-diamine BrC=1C(=C(C=NC1)N)NC